(3S,7R,8aS)-7-(2,3-dichloro-6-hydroxyphenyl)-3-methyl-hexahydro-1H-pyrrolo[1,2-a]pyrazin-4-one ClC1=C(C(=CC=C1Cl)O)[C@H]1C[C@@H]2N(C([C@@H](NC2)C)=O)C1